N[C@@H]1[C@@H](OCC12CCN(CC2)C=2C(=NC(=CN2)SC2=C(C(=CC=C2)Cl)Cl)CO)C {3-[(3S,4S)-4-amino-3-methyl-2-oxa-8-azaspiro[4.5]decan-8-yl]-6-[(2,3-dichlorophenyl)thio]pyrazin-2-yl}methanol